COC1=C(C(=O)N2CC3(C2)CN(CC3)C(C=C)=O)C=C(C(=C1)C)SC1=CN=C(S1)NC1=NC=CC=C1 1-(2-(2-methoxy-4-methyl-5-((2-(pyridin-2-ylamino)thiazol-5-yl)thio)benzoyl)-2,6-diazaspiro[3.4]octan-6-yl)prop-2-en-1-one